COC(=O)C=1C=2C=CC=NC2C(=CC1)CBr 8-(bromomethyl)quinoline-5-carboxylic acid methyl ester